(R)-3-(6-(difluoromethyl)-2-methoxypyridin-3-yl)-4,5-dimethyl-5-(trifluoromethyl)furan-2(5H)-one FC(C1=CC=C(C(=N1)OC)C=1C(O[C@](C1C)(C(F)(F)F)C)=O)F